ClC=1C=C(C=C(C1)F)N[C@H]1C(N(CCCC1)C1CNCCC1)=O (R)-3-(3-chloro-5-fluoro-phenylamino)-1-(R)-piperidin-3-yl-perhydro-azepin-2-one